C(=O)O.CN(CCC[C@H](C(C)C)N1CC2(C1)CN(CC2)C=2N=C(N=NC2OC2=C(C(=O)N(C(C)C)CC)C=C(C=C2)F)OC)C (R)-2-((5-(2-(6-(dimethylamino)-2-methylhex-3-yl)-2,6-diazaspiro[3.4]oct-6-yl)-3-methoxy-1,2,4-triazin-6-yl)oxy)-N-ethyl-5-fluoro-N-isopropylbenzamide formate